(1S,3R,4S)-2-(4,7-difluoro-1H-indole-2-carbonyl)-5,5-difluoro-N-((R,E)-4-fluoro-4-(methylsulfonyl)-1-((R)-2-oxopyrrolidin-3-yl)but-3-en-2-yl)-2-azabicyclo[2.2.2]octane-3-carboxamide FC1=C2C=C(NC2=C(C=C1)F)C(=O)N1[C@@H]2CC([C@H]([C@@H]1C(=O)N[C@H](C[C@@H]1C(NCC1)=O)\C=C(\S(=O)(=O)C)/F)CC2)(F)F